NC1CN(CC12CN(C2)C(=O)[C@@H]2C(C2)(C)C)C(=O)C2=CN=CS2 (8-amino-2-((S)-2,2-dimethylcyclopropane-1-carbonyl)-2,6-diazaspiro[3.4]octan-6-yl)(thiazol-5-yl)methanone